(3-fluoro-[1,1'-biphenyl]-4-yl)methylamine FC=1C=C(C=CC1CN)C1=CC=CC=C1